C(C)(C)(C)O[C@H](C(=O)OCC)C1=C(C2=C(N=C(S2)C=2C=C3C(=NC2)N(N=C3)C)C=C1C)C1=CC=C(C=C1)Cl ethyl (S)-2-(tert-butoxy)-2-(7-(4-chlorophenyl)-5-methyl-2-(1-methyl-1H-pyrazolo[3,4-b]pyridin-5-yl)benzo[d]thiazol-6-yl)acetate